N[C@H](CO)C(C)(C)C (S)-2-amino-3,3-dimethylbutanol